BrC1=CC2=C(N(C(N2C)=N)C)C=C1 5-bromo-1,3-dimethyl-1,3-dihydro-2H-benzo[d]imidazole-2-imine